NC1=CC(=C(C=C1)C1=CCN(CC1)C(=O)OC(C)(C)C)Cl tert-butyl 4-(4-amino-2-chlorophenyl)-5,6-dihydropyridine-1(2H)-carboxylate